3-mercaptopropionyl-L-cysteine SCCC(=O)N[C@@H](CS)C(=O)O